C12CN(CC(CC1)N2)C2=CC(=NC1=C(C(=NC=C21)C2=CC(=CC1=CC=CC(=C21)CC)O)F)OCC21CCCN1CCC2 4-(4-(3,8-diazabicyclo[3.2.1]octan-3-yl)-8-fluoro-2-((hexahydro-1H-pyrrolizin-7a-yl)methoxy)-1,6-naphthyridin-7-yl)-5-ethylnaphthalen-2-ol